(3a,8-bis(naphthalen-1-ylmethyl)-3,3a,8,8a-tetrahydropyrrolo[2,3-b]indol-1(2H)-yl)(3-fluorophenyl)methanone C1(=CC=CC2=CC=CC=C12)CC12C(N(C3=CC=CC=C13)CC1=CC=CC3=CC=CC=C13)N(CC2)C(=O)C2=CC(=CC=C2)F